1,2,3-triiodotoluene IC1(C)C(C(=CC=C1)I)I